CN(CCCN(CC(C)O)CC(C)O)C 1-[3-(dimethylamino)propyl-(2-hydroxypropyl)amino]2-propanol